(R)-(4-(pyrazolo[1,5-a]pyridin-2-yl)-6,7-dihydro-1H-imidazo[4,5-c]pyridin-5(4H)-yl)(pyrazolo[1,5-a]pyridin-3-yl)methanone N1=C(C=C2N1C=CC=C2)[C@@H]2N(CCC1=C2N=CN1)C(=O)C=1C=NN2C1C=CC=C2